[O-2].[O-2].[U+4] Uranium-Dioxide